2,4,6-trimethyl-benzoyldiphenylphosphine oxide CC1=C(C(=O)P(C2=CC=CC=C2)(C2=CC=CC=C2)=O)C(=CC(=C1)C)C